C(CCCCCCCCCCCCCCCCC)(=O)OCCCCCCCCCCCCCCCC hexadecan-1-yl stearate